CC1C2NC2CCC1 2-methyl-7-azabicyclo[4.1.0]heptane